C(C)(C)(C)OC(=O)N[C@@H]([C@H](CC)C)C=1OC=C(N1)C(=O)O 2-{(1S,2S)-1-[(tert-Butoxycarbonyl)amino]-2-methylbutyl}-1,3-oxazole-4-carboxylic acid